C1CCC2=C(C=CC=C12)C1=C(C=C2C(=N1)C(=NN2)C2=CC=C(C=C2)C21CN(CC1C2)CCO)OC 2-(1-(4-(5-(2,3-dihydro-1H-inden-4-yl)-6-methoxy-1H-pyrazolo[4,3-b]pyridin-3-yl)phenyl)-3-azabicyclo[3.1.0]hex-3-yl)ethan-1-ol